COC(=O)[C@@H]1CC[C@H]2N1C([C@H](CC(=C2)C)NC(=O)OC(C)(C)C)=O (3S,6S,9aR)-6-((tert-butoxycarbonyl)amino)-8-methyl-5-oxo-2,3,5,6,7,9a-hexahydro-1H-pyrrolo[1,2-a]azepine-3-carboxylic acid methyl ester